1-methyl-4-(2-methyl-oxiranyl)-7-oxabicyclo[4.1.0]heptane CC12CCC(CC2O1)C1(OC1)C